CC(/C=C/C1=CC=C(N=N1)NCC1CC12CCN(CC2)CCC(C)(C)C)(C)C 6-[(E)-3,3-dimethylbut-1-enyl]-N-[[6-(3,3-dimethylbutyl)-6-azaspiro[2.5]octan-2-yl]methyl]pyridazin-3-amine